2-(3-(4-cyanophenyl)-4,4-difluoropiperidin-1-yl)-N-(5-(3-fluorophenoxy)thiazol-2-yl)propanamide Benzyl-bis[2-({2-[(α-D-mannopyranosyl)oxy]ethyl}amino)-2-oxoethyl]glycylglycinate C(C1=CC=CC=C1)C(N(CC(NCCO[C@@H]1[C@@H](O)[C@@H](O)[C@H](O)[C@H](O1)CO)=O)CC(=O)NCCO[C@@H]1[C@@H](O)[C@@H](O)[C@H](O)[C@H](O1)CO)C(=O)NCC(=O)O.C(#N)C1=CC=C(C=C1)C1CN(CCC1(F)F)C(C(=O)NC=1SC(=CN1)OC1=CC(=CC=C1)F)C